(S)-4-(1-(6-(4-fluoro-1H-pyrazol-1-yl)pyridin-3-yl)ethyl)-1,4,9-triazaspiro[5.5]undecan-5-one FC=1C=NN(C1)C1=CC=C(C=N1)[C@H](C)N1CCNC2(C1=O)CCNCC2